1-[4-(2-hydroxybutan-2-yl)pyridin-2-yl]-N-(6-methoxy-1-methylindazol-7-yl)pyrazole-4-sulfonamide OC(C)(CC)C1=CC(=NC=C1)N1N=CC(=C1)S(=O)(=O)NC=1C(=CC=C2C=NN(C12)C)OC